ClC=1C=CC(=NC1)C1(CC1)C(=O)NC=1C=CC(=C(C(=O)OC)C1)C=1C=NN(C1)C1CCC1 Methyl 5-({[1-(5-chloropyridin-2-yl)cyclopropyl] carbonyl}amino)-2-(1-cyclobutyl-1H-pyrazol-4-yl)benzoate